1-(5-(2-aminothiazolo[4,5-e][1,2,4]triazolo[1,5-a]pyridin-5-yl)-4-methylpyridin-2-yl)propan-1-one NC=1SC2=C(C=C(C=3N2N=CN3)C=3C(=CC(=NC3)C(CC)=O)C)N1